1-methoxy-4-(2,4,5-trifluorophenyl)-1,3-butanedione COC(CC(CC1=C(C=C(C(=C1)F)F)F)=O)=O